CC(C)(C)C=1C=CC=2N(C3=CC=C(C=C3C2C1)C(C)(C)C)C=1C=C(C=C(C1)C(CC(C)(C)C)(C)C)C1=CC=CC(=C1)F 3-[3,6-bis(1,1-dimethylethyl)-9H-carbazol-9-yl]-5'-fluoro-5-(1,1,3,3-tetramethylbutyl)[1,1'-biphenyl]